O[C@H](C(=O)NC=1N=C(N(C1)C(=O)OCC)C)CNC(=O)C1=CC(=CC=C1)C=1C=NN(C1)C Ethyl 4-[(2S)-2-hydroxy-3-{[3-(1-methyl-1H-pyrazol-4-yl)phenyl]formamido}propanamido]-2-methyl-1H-imidazole-1-carboxylate